(R)-9-(2-(3-Fluoropyridin-2-yl)ethyl)-4-isopropyl-2-methyl-1-oxa-4,9-diazaspiro[5.5]undecan FC=1C(=NC=CC1)CCN1CCC2(CN(C[C@H](O2)C)C(C)C)CC1